N1C=NC2=C1N=CC=N2 IMIDAZOLOPYRAZINE